2-[(diphenylmethyl)(methyl)amino]-N-(2-iodophenyl)-5-methoxy-1-methyl-6-oxo-1,6-dihydropyrimidine-4-carboxamide C1(=CC=CC=C1)C(C1=CC=CC=C1)N(C=1N(C(C(=C(N1)C(=O)NC1=C(C=CC=C1)I)OC)=O)C)C